FC1=CC=C(C=C1)C(C)N1N=CC(=C1)N 1-(1-(4-fluorophenyl)ethyl)-1H-pyrazol-4-amine